m-xylylamine CC1=CC(=CC=C1)CN